OC1(CN(C1)C=1N=C(C2=C(N1)CC[S@]2=O)NC2(CCC2)CO)C2=CC=C(C=C2)C(F)(F)F |r| (R/S)-2-(3-hydroxy-3-(4-(trifluoromethyl)phenyl)azetidin-1-yl)-4-((1-(hydroxymethyl)cyclobutyl)amino)-6,7-dihydrothieno[3,2-d]pyrimidine 5-oxide